C(OC=1C=C2C(=CNC2=CC1)C(CN(C)C)([2H])[2H])([2H])([2H])[2H] 2-(5-(methoxy-d3)-1H-indol-3-yl)-N,N-dimethylethan-1-amine-2,2-d2